FC(CN1N=CC=2C1=NC(=CN2)N2N=C1C(CN(CC1)C(=O)OC(C)(C)C)=C2)F tert-butyl 2-(1-(2,2-difluoroethyl)-1H-pyrazolo[3,4-b]pyrazin-6-yl)-2,4,6,7-tetrahydro-5H-pyrazolo[4,3-c]pyridine-5-carboxylate